C(C)N(C(C1=C(C=C(C(=C1)C(C)C)O)O)=O)C=1C=NC2=CC=CC=C2C1 N-ethyl-2,4-dihydroxy-5-isopropyl-N-(quinolin-3-yl)benzamide